F[C@]12[C@H]3CC[C@@]4([C@H](CC[C@H]4[C@@H]3CC[C@@H]2C[C@](CC1)(C)O)C(CN1N=CC=N1)=O)C 1-((3R,5R,8S,9S,10R,13S,14S,17S)-10-Fluoro-3-hydroxy-3,13-dimethylhexadecahydro-1H-cyclopenta[a]phenanthren-17-yl)-2-(2H-1,2,3-triazol-2-yl)ethan-1-one